FC1=CC(=CC=2N(C(=NC21)C)C(C)C)C2=CNC1=NC(=CC=C12)CO (3-(4-Fluoro-1-isopropyl-2-methyl-1H-benzo[d]imidazol-6-yl)-1H-pyrrolo[2,3-b]pyridin-6-yl)methanol